4-(4-fluoro-2-((methylamino)methyl)phenyl)butanoic acid FC1=CC(=C(C=C1)CCCC(=O)O)CNC